Thymol Methyl-behenate CC(C(=O)OC1=C(C=CC(=C1)C)C(C)C)CCCCCCCCCCCCCCCCCCCC